6-(3-isopropyl-5-(piperidin-4-yl)-1H-indol-2-yl)-5,8-dimethyltetrazolo[1,5-a]pyridine C(C)(C)C1=C(NC2=CC=C(C=C12)C1CCNCC1)C=1C=C(C=2N(C1C)N=NN2)C